5-amino-3-methylthiophene-2,4-dicarboxylic acid-2,4-diethyl ester C(C)OC(=O)C=1SC(=C(C1C)C(=O)OCC)N